C1(CCCC1)CC(=O)NC1=C(C=C(C=C1Cl)CNC1=CC=C(C=C1)F)Cl 2-Cyclopentyl-N-{2,6-dichloro-4-[(4-fluoro-phenylamino)-methyl]-phenyl}-acetamide